8-((1S,2S)-2-(5-chloro-4-(2,2,2-trifluoroethoxy)pyridin-2-yl)cyclopropyl)-6-(2,4-dimethoxypyrimidin-5-yl)imidazo[1,2-b]pyridazine ClC=1C(=CC(=NC1)[C@@H]1[C@H](C1)C=1C=2N(N=C(C1)C=1C(=NC(=NC1)OC)OC)C=CN2)OCC(F)(F)F